potassium 4-(methoxy)pyridin COC1=CC=NC=C1.[K]